3-fluoro-4-((N-(pyridin-2-ylmethyl)methylsulfonamido)methyl)benzoate FC=1C=C(C(=O)[O-])C=CC1CN(S(=O)(=O)C)CC1=NC=CC=C1